allyl N-[(2R)-3-(allyloxycarbonylamino)-2-hydroxy-propyl]-N-[(3-hydroxyazetidin-3-yl)methyl]carbamate hydrochloride Cl.C(C=C)OC(=O)NC[C@H](CN(C(OCC=C)=O)CC1(CNC1)O)O